1,4,5-trimethyl-2-(2-methyl-2-propenyl)-3-cyclohexen-1-yl-carboxylic acid CC1(C(C=C(C(C1)C)C)CC(=C)C)C(=O)O